BrC1=C2C=C(N=CC2=C(C=C1)Cl)N 5-bromo-8-chloroisoquinolin-3-amine